CC=1C=C2C(C=C(OC2=C(C1)C(C)NC1=C(C(=O)OC(C)(C)C)C=CC=C1)C1=CC=2N(C=C1)C=NN2)=O tert-Butyl 2-[1-[6-methyl-4-oxo-2-([1,2,4]triazolo[4,3-a]pyridin-7-yl)chromen-8-yl]ethylamino]benzoate